C1(CCCCCC1)C1=C(C(=C(O)C=C1)C1=CC=NC=C1C(=O)N(C)CC(=O)O)O 4-cycloheptyl-resorcinolnicotinoyl-sarcosine